C(C)N(C(C(=O)C1=CNC2=CC(=CC(=C12)OC)C)=O)CC N,N-diethyl-2-(4-methoxy-6-methyl-1H-indol-3-yl)-2-oxoacetamide